ClC1=NC=C(C(=N1)NC(CO)(C)C)C(=O)OCC ethyl 2-chloro-4-((1-hydroxy-2-methylpropan-2-yl)amino)pyrimidine-5-carboxylate